8-(1-aminoethyl)-6-fluoro-2-(5-fluoropyridin-2-yl)-3-methylquinazolin-4(3H)-one NC(C)C=1C=C(C=C2C(N(C(=NC12)C1=NC=C(C=C1)F)C)=O)F